C1(=CC=CC=C1)[SH+]C1=CC=CC=C1 diphenylsulfonium